OC1(CCN(CC12CCCC2)C([C@@H](CC(F)(F)F)C)=O)CN2C(CO[C@@H](C2)C)=O (6R)-4-((10-Hydroxy-7-((R)-4,4,4-trifluoro-2-methylbutanoyl)-7-azaspiro[4.5]decan-10-yl)methyl)-6-methylmorpholin-3-one